ClC1=CC=C(C=C1)[C@H](C(=O)N1CCN(CC1)C=1C2=C(N=CN1)NC(CC2C(F)(F)F)=O)CNC(C)C 4-(4-((S)-2-(4-chlorophenyl)-3-(isopropylamino)propionyl)piperazin-1-yl)-5-(trifluoromethyl)-5,8-dihydropyrido[2,3-d]pyrimidin-7(6H)-one